BrC=1C=C(N)C=C(C1C(F)(F)F)Cl 3-bromo-5-chloro-4-(trifluoromethyl)aniline